2-(1-isobutylpiperidin-4-yl)-6-isopropyl-4H-pyrrolo[3,2-d]thiazole C(C(C)C)N1CCC(CC1)C=1SC2=C(N1)C(=CN2)C(C)C